8-oxo-6,7-dihydro-5H-indolizine-5-carboxylic acid O=C1CCC(N2C=CC=C12)C(=O)O